benzoimidazole-5-carboxylic acid (2-methoxy-ethyl)-amide COCCNC(=O)C1=CC2=C(N=CN2)C=C1